BrC=1C=C(C=NC1)S(=O)(=N)C1=CC=C(C(=O)NC2=C(C=CC(=C2)C2=CC=C(C=C2)F)NC(OC(C)(C)C)=O)C=C1 tert-butyl N-[2-[[4-[(5-bromo-3-pyridyl)sulfonimidoyl]benzoyl]amino]-4-(4-fluorophenyl)phenyl]carbamate